((4-ethylpiperazin-1-yl)methyl)-7'-((2-(methylamino)-1H-imidazol-1-yl)methyl)-2',3'-dihydro-1'H-spiro[cyclopropan-1,4'-isoquinoline]-1'-one C(C)N1CCN(CC1)CN1C(C2=CC(=CC=C2C2(C1)CC2)CN2C(=NC=C2)NC)=O